C1(CC1)NC(C1=CC(=CC=C1)NC1=NC=C(C(=N1)NCC=1C(=NC=CC1)N(S(=O)(=O)C)C)C(F)(F)F)=O N-cyclopropyl-3-({4-[({2-[methyl(methylsulfonyl)amino]pyridin-3-yl}methyl)amino]-5-(trifluoromethyl)pyrimidin-2-yl}amino)benzamide